3-(3-Oxopiperazin-1-yl)-4-((4-(5-(trifluoromethyl)-1,2,4-oxadiazol-3-yl)phenyl)amino)cyclobut-3-en-1,2-dion O=C1CN(CCN1)C=1C(C(C1NC1=CC=C(C=C1)C1=NOC(=N1)C(F)(F)F)=O)=O